4-{[(tert-butyldimethylsilyl)oxy]methyl}-1H-1,2,3-triazole [Si](C)(C)(C(C)(C)C)OCC=1N=NNC1